CN(C1CC2(CN(C2)C(CC#N)=O)C1)C=1C2=C(N=CN1)NC=C2 3-(6-(Methyl(7H-pyrrolo[2,3-d]pyrimidin-4-yl)amino)-2-azaspiro[3.3]heptan-2-yl)-3-oxopropannitril